2-[(3R)-1-[(2R)-2-[[4-(2,6-dimethylphenyl)-7-quinolyl]oxy]propanoyl]-3-piperidyl]ethanehydroxamic acid CC1=C(C(=CC=C1)C)C1=CC=NC2=CC(=CC=C12)O[C@@H](C(=O)N1C[C@H](CCC1)CC(=O)NO)C